6-(2-amino-6-fluoro-5-(4-(piperidin-4-yl)phenyl)pyridin-3-yl)-7-fluoro-3,4-dihydroisoquinolin-1(2H)-one 2,2,2-trifluoroacetate FC(C(=O)O)(F)F.NC1=NC(=C(C=C1C=1C=C2CCNC(C2=CC1F)=O)C1=CC=C(C=C1)C1CCNCC1)F